(4-(4-((3-chlorobenzyl)amino)-6-(3,5-dimethylisoxazol-4-yl)quinazolin-2-yl)Piperazin-1-yl)(pyridin-4-yl)methanone ClC=1C=C(CNC2=NC(=NC3=CC=C(C=C23)C=2C(=NOC2C)C)N2CCN(CC2)C(=O)C2=CC=NC=C2)C=CC1